CC1=C(C(=CC=C1)C)C1=CC(OC2=NC(=CC=C21)N([C@@H](C)C(=O)O)C)=O N-(4-(2,6-dimethylphenyl)-2-oxo-2H-pyrano[2,3-b]pyridin-7-yl)-N-methylalanine